C1(OC(CO1)C1=CC=C(C(=C1)F)F)=O 4,5-difluoro-phenylethylene carbonate